NC1=NC2=C(C=CC=C2C(=N1)C=1N=NN(C1)CC=1C(N(C=CC1)[C@@H]1CC[C@@H](CC1)O)=O)OC 3-{[4-(2-amino-8-methoxy-4-quinazolinyl)-1H-1,2,3-triazol-1-yl]methyl}-1-(cis-4-hydroxycyclohexyl)-1H-pyridin-2-one